CC1=C2C=CN=C(C2=CC=C1)C(C)(C)NC(CC1N(CCCC1)C)=O N-(2-(5-methylisoquinolin-1-yl)propan-2-yl)-2-(1-methylpiperidin-2-yl)acetamide